Cl.[N+](=O)([O-])C1=CC=C(N)C=C1 4-nitroaniline-HCl